F[C@H]1CN(CC[C@H]1NC1=CC=CC2=C(N(N=C12)C#CCNC1=C(C=C(C=C1)S(=O)(=O)C)OC)[C@H]1OC1)C N-((3S,4R)-3-fluoro-1-methylpiperidin-4-yl)-2-(3-((2-methoxy-4-(methylsulfonyl)phenyl)amino)prop-1-yn-1-yl)-3-((R)-oxiran-2-yl)-2H-indazol-7-amine